N-(5-((6-((R)-3-(3,5-difluorophenyl)isoxazolidine-2-yl)pyrimidine-4-yl)amino)-4-methoxy-2-((S)-3-morpholinopyrrolidine-1-yl)phenyl)acrylamide FC=1C=C(C=C(C1)F)[C@@H]1N(OCC1)C1=CC(=NC=N1)NC=1C(=CC(=C(C1)NC(C=C)=O)N1C[C@H](CC1)N1CCOCC1)OC